C(C)(C)(C)NC(=O)C1=CC=NN1C\C(\CNC(OC(C)(C)C)=O)=C\F tert-butyl (E)-(2-((5-(tert-butylcarbamoyl)-1H-pyrazol-1-yl)methyl)-3-fluoroallyl)carbamate